4-chlorophenyl-2-(1H-1,2,4-triazol-1-yl)-cycloheptanol ClC1=CC=C(C=C1)C1(C(CCCCC1)N1N=CN=C1)O